(4-(chlorodifluoromethoxy)phenyl)-7-(2,4-dihydropyrazolo[3',4':3,4]cyclopenta[1,2-b]pyridin-7-yl)-1-isopropyl-1H-benzo[d]imidazole-5-carboxamide ClC(OC1=CC=C(C=C1)C1=NC2=C(N1C(C)C)C(=CC(=C2)C(=O)N)C=2C=C1C(=NC2)CC=2C1=NNC2)(F)F